3-bromo-2-nitropyridine BrC=1C(=NC=CC1)[N+](=O)[O-]